N,N-dimethylaminocrotonyl chloride CN(C)C/C=C/C(=O)Cl